C(C)OCC(CO)O 3-ethoxy-1,2-propylene glycol